8-(3-((tert-butoxycarbonyl)amino)prop-1-en-2-yl)quinoline-4-carboxylic acid C(C)(C)(C)OC(=O)NCC(=C)C=1C=CC=C2C(=CC=NC12)C(=O)O